4-(2,6-dimethylmorpholino)-3-fluoroaniline CC1OC(CN(C1)C1=C(C=C(N)C=C1)F)C